C1(CCC1)N1C(=NC2=C1C=C(C=C2)C(C)(C)O)NC(=O)C2CC21CC1 N-(1-cyclobutyl-6-(2-hydroxypropan-2-yl)-1H-benzo[d]imidazol-2-yl)spiro[2.2]pentane-1-carboxamide